C(C)(=O)N[C@H]1[C@H](O[C@@H]([C@@H]([C@@H]1OC(C)=O)OC(C)=O)COC(C)=O)OCCCCC(=O)O 5-(((2S,3R,4R,5R,6R)-3-acetamido-4,5-diacetoxy-6-(acetoxymethyl)tetrahydro-2H-pyran-2-yl)oxy)pentanoic acid